3-formyl-L-proline C(=O)C1[C@H](NCC1)C(=O)O